N-(4-methyl-3-(1-methylazetidin-3-yl)phenyl)-6-azabicyclo[3.1.1]heptane-6-carboxamide CC1=C(C=C(C=C1)NC(=O)N1C2CCCC1C2)C2CN(C2)C